COC(=O)[C@@H]1C[C@H](CCC1)OC=1C(=NC(=CC1)C=1N=NN(C1COC(=O)OC1=CC=C(C=C1)[N+](=O)[O-])C)C1COC1 (1S,3S)-3-((6-(1-methyl-5-((((4-nitrophenoxy)carbonyl)oxy)methyl)-1H-1,2,3-triazol-4-yl)-2-(oxetan-3-yl)pyridin-3-yl)oxy)cyclohexane-1-carboxylic acid methyl ester